N[C@H](C=1N=C2N(N=CC(=C2)C(COC)N2C(N[C@@H](C2)C(F)(F)F)=O)C1)C1CCC(CC1)(F)F (4S)-1-[1-[2-[(S)-amino-(4,4-difluorocyclohexyl)methyl]imidazo[1,2-b]pyridazin-7-yl]-2-methoxy-ethyl]-4-(trifluoromethyl)imidazolidin-2-one